ClC1=NC(N2C(N3[C@@]4(CO[C@H](C3)C4)C2)=C1C)=O (3S,11aR)-7-chloro-6-methyl-3,4-dihydro-1H,9H,11H-3,11a-methanopyrimido[6',1':2,3]imidazo[5,1-c][1,4]oxazin-9-one